ClC=1C=CC(=C(C1)C1=CC=C2C(=CN=NC2=C1)NCC1=C(C=C(C=C1)OC)OC)C1=NN(C=N1)C1OCCCC1 7-[5-CHLORO-2-[1-(OXAN-2-YL)-1,2,4-TRIAZOL-3-YL]PHENYL]-N-[(2,4-DIMETHOXYPHENYL)METHYL]CINNOLIN-4-AMINE